1-(hydroxymethyl)cyclohexanol tert-butyl-(2S,5S)-5-(chloromethyl)-2-methyl-4-(1-(4-(trifluoromethyl)phenyl)ethyl)piperazine-1-carboxylate C(C)(C)(C)[C@@]1(N(C[C@H](N(C1)C(C)C1=CC=C(C=C1)C(F)(F)F)CCl)C(=O)OC1(CCCCC1)CO)C